3-(4-phenoxyphenyl)-1-(1-(pyrrol-3-ylmethyl)piperidin-4-yl)-1H-pyrazolo[3,4-d]pyrimidin-4-amine O(C1=CC=CC=C1)C1=CC=C(C=C1)C1=NN(C2=NC=NC(=C21)N)C2CCN(CC2)CC2=CNC=C2